ethoxyl-bisphenol A diacrylate C(C=C)(=O)O.C(C=C)(=O)O.O(CC)C1=C(O)C=CC(=C1)C(C)(C)C1=CC=C(C=C1)O